C(C)OC([C@H](C1=CC=CC=C1)C1=COC2=CC(=CC=C2C1=O)Cl)=O (R)-2-(7-chloro-4-oxo-4H-chromen-3-yl)-2-phenylacetic acid ethyl ester